(4-Fluorophenyl)-N-(methyl-d3)-3-(((2-(trifluoromethyl)-[1,2,4]triazolo[1,5-a]pyridin-5-yl)amino)methyl)azetidine-1-carboxamide FC1=CC=C(C=C1)C1N(CC1CNC1=CC=CC=2N1N=C(N2)C(F)(F)F)C(=O)NC([2H])([2H])[2H]